CC1(CC(=NC=C1)C1=NC=CC=C1)CCCC(=O)O 4-(4'-methyl-2,2'-bipyridin-4'-yl)-butyric acid